C(C)(C)C1=C(C=CC=C1)C=1N=C(C2=C(N1)CCN(C2)C#N)NCC2=CC=C(C=C2)C=2N(C=C(N2)C(F)(F)F)C 2-(2-isopropylphenyl)-4-((4-(1-methyl-4-(trifluoromethyl)-1H-imidazol-2-yl)benzyl)amino)-7,8-dihydropyrido[4,3-d]pyrimidine-6(5H)-carbonitrile